CN(C(=O)C=1C(=C(C=CC1)C=1C=C2C(=NC1)NCC21CC(CC1)(C(=O)N)C)F)C 5'-(3-(Dimethylcarbamoyl)-2-fluorophenyl)-3-methyl-1',2'-dihydrospiro[cyclopentane-1,3'-pyrrolo[2,3-b]pyridine]-3-carboxamide